(3R)-4-(4-bromo-5-chloro-6-fluoro-1-methyl-1H-indazole-7-carbonyl)-3-(hydroxymethyl)piperazine-1-carboxylic acid tert-butyl ester C(C)(C)(C)OC(=O)N1C[C@@H](N(CC1)C(=O)C=1C(=C(C(=C2C=NN(C12)C)Br)Cl)F)CO